ClC=1C=C(C=CC1)N(C(C)=O)C1=NC=CC(=C1)NC(CC1=C(C=CC=C1Cl)Cl)=O N-(3-chlorophenyl)-N-{4-[2-(2,6-dichlorophenyl)acetylamino]pyridin-2-yl}acetamide